C(C)N(C1=C(C(=NC=N1)NC[C@]1([C@@H](CN(CC1)CC(=O)N)O)O)F)CC1=C(C=C(C=C1)C(F)(F)F)F |o1:11,12| rel-2-((3R,4R)-4-(((6-(ethyl(2-fluoro-4-(trifluoro-methyl)benzyl)amino)-5-fluoropyrimidin-4-yl)amino)methyl)-3,4-dihydroxypiperidin-1-yl)acetamide